ClC1=CC=C(C=C1)C1=C(CCC(C1)(C)C)CN1C2CN(CC1C2)CC=2C=C1CN(C(C1=CC2F)=O)C2C(NC(CC2)=O)=O 3-(5-((6-((4'-chloro-5,5-dimethyl-3,4,5,6-tetrahydro-[1,1'-biphenyl]-2-yl)methyl)-3,6-diazabicyclo[3.1.1]heptan-3-yl)methyl)-6-fluoro-1-oxoisoindolin-2-yl)piperidine-2,6-dione